C(C)N(CCC)CC1=C(C=CC=C1)S(=O)(=O)N 2-((ethyl-(propyl)amino)methyl)benzenesulfonamide